(4-amino-1,3-dihydrofurano[3,4-c][1,7]naphthyridin-8-yl)((5S)-5-methyl-2-(1'-methyl-3H-spiro[benzofuran-2,4'-piperidin]-5-yl)piperidin-1-yl)methanone NC1=NC=2C=NC(=CC2C2=C1COC2)C(=O)N2C(CC[C@@H](C2)C)C=2C=CC1=C(CC3(CCN(CC3)C)O1)C2